FC(C(C(=O)N)O)(F)F 3,3,3-trifluoro-2-hydroxypropanamide